4'-aminopropyluridine NCCC[C@]1([C@H]([C@H]([C@@H](O1)N1C(=O)NC(=O)C=C1)O)O)CO